BrC1=C(N)C(=CC=C1)CC1=C(C=CC(=C1)F)C 2-bromo-6-(5-fluoro-2-methylbenzyl)aniline